1-((3R,4S)-3-fluoro-4-((6-fluoro-5-(1-(2-fluoroethyl)-1H-benzo[d][1,2,3]triazol-6-yl)-4-methoxypyrrolo[2,1-f][1,2,4]triazin-2-yl-7-d)amino)piperidin-1-yl)-2-hydroxyethan-1-one F[C@@H]1CN(CC[C@@H]1NC1=NN2C(C(=N1)OC)=C(C(=C2[2H])F)C=2C=CC1=C(N(N=N1)CCF)C2)C(CO)=O